C(C)(C)(C)OC(=O)N1C[C@@H]2COC3=C(CN2CC1)C=C(C(=C3F)C3=C(C=CC=C3OC)N)F (12aR)-9-(2-amino-6-methoxyphenyl)-8,10-difluoro-3,4,12,12a-tetrahydro-6H-pyrazino[2,1-c][1,4]benzooxazepine-2(1H)-carboxylic acid tert-butyl ester